C(C1=CC=CC=C1)N([C@@H](CC(NCCCCCCCC)=O)C(=O)O)C(=O)OCC1C2=CC=CC=C2C=2C=CC=CC12 Benzyl-N2-(((9H-fluoren-9-yl)methoxy)carbonyl)-N4-octyl-L-asparagine